bis[4-(4-maleimidophenoxy)phenyl]propane methyl-3-(9-((4-(aminomethyl)phenyl)carbamoyl)-4,5-dihydrobenzo[b]thieno[2,3-d]oxepin-8-yl)-6-(sec-butylcarbamoyl)picolinate COC(C1=NC(=CC=C1C=1C(=CC2=C(OCCC3=C2SC=C3)C1)C(NC1=CC=C(C=C1)CN)=O)C(NC(C)CC)=O)=O.C1(C=CC(N1C1=CC=C(OC3=CC=C(C=C3)C(C)(C)C3=CC=C(C=C3)OC3=CC=C(C=C3)N3C(C=CC3=O)=O)C=C1)=O)=O